1-ethyl-2,8-diazaspiro[4.5]decan-3-one hydrochloride Cl.C(C)C1NC(CC12CCNCC2)=O